ClC1=CC=C(C=C1)N1N=C2C(=N1)C=CC(=C2)NC(=O)C2CCCCC2 N-[2-(4-chlorophenyl)benzotriazol-5-yl]cyclohexanecarboxamide